N1(N=NC=C1)CCCO 1H-1,2,3-triazole-1-propanol